ClC(C1=NC(=NO1)C1=CC(=C(CP(OCC)(=O)NCC2=C(C=C(C=C2)Cl)Cl)C=C1)F)(F)F ethyl P-(4-(5-(chlorodifluoromethyl)-1,2,4-oxadiazol-3-yl)-2-fluorobenzyl)-N-(2,4-dichlorobenzyl)phosphonamidate